C1(CCCCC1)N(C(\C=C\C1=CC=C(C=C1)C)=O)C1=NC=CC=C1 (E)-N-cyclohexyl-N-pyridin-2-yl-3-p-tolyl-acrylamide